2-(2,6-dichloropyridin-4-yl)-2,2-difluoroacetic acid ClC1=NC(=CC(=C1)C(C(=O)O)(F)F)Cl